NC=1N=NC(=CC1C=1N=NN(C1)C1CCN(CC1)C(=O)OC(C)(C)C)Cl tert-butyl 4-[4-(3-amino-6-chloro-pyridazin-4-yl)triazol-1-yl]piperidine-1-carboxylate